1-(((6-(4-fluorophenyl)-4-((1-(2-(trifluoromethyl)pyrimidin-5-yl)ethyl)amino)quinazolin-8-yl)oxy)methyl)cyclohexane-1-carboxylic acid FC1=CC=C(C=C1)C=1C=C2C(=NC=NC2=C(C1)OCC1(CCCCC1)C(=O)O)NC(C)C=1C=NC(=NC1)C(F)(F)F